CP(CN)(C)=O dimethyl-(aminomethyl)phosphine oxide